3-bromo-4-methylthiophene-2-carboxylic acid methyl ester COC(=O)C=1SC=C(C1Br)C